FC(C1=CC=C(OC=2C=CC(=C(C2)NC(=O)[C@H]2N(C(CC2)=O)C)OC)C=C1)F (S)-N-(5-(4-(Difluoromethyl)phenoxy)-2-methoxyphenyl)-1-methyl-5-oxo-pyrrolidine-2-carboxamide